N-(8-(2-chloro-5-fluorophenyl)-5-methyl-3-(methylcarbamoyl)-6-oxo-5,6,7,8-tetrahydroimidazo[1,5-a]pyrazin-1-yl)benzo[d]isothiazole-3-carboxamide ClC1=C(C=C(C=C1)F)C1C=2N(C(C(N1)=O)C)C(=NC2NC(=O)C2=NSC1=C2C=CC=C1)C(NC)=O